[Na+].P(=O)([O-])([O-])OC[C@@H]1[C@H]([C@H]([C@@H](O1)N1C=NC=2C(NC3CCCC3)=NC=NC12)O)O.[Na+] N6-cyclopentyladenosine-5'-monophosphate sodium salt